4-(pentafluorophenyl)-1,3,2-dioxaphosphorinane 2-sulfide FC1=C(C(=C(C(=C1C1OP(OCC1)=S)F)F)F)F